C(C)N1C(C(=CC2=C1N=C(N=C2)N[C@@H]2CNC[C@H](C2)F)C2=C(C(=C(C=C2)NS(=O)(=O)CCC(F)(F)F)F)F)=O N-(4-(8-Ethyl-2-(((3S,5S)-5-fluoropiperidin-3-yl)amino)-7-oxo-7,8-dihydropyrido[2,3-d]pyrimidin-6-yl)-2,3-difluorophenyl)-3,3,3-trifluoropropane-1-sulfonamide